3-bromopyrazolo[1,5-a]pyridine BrC=1C=NN2C1C=CC=C2